[Na+].SCCCS(=O)(=O)[O-] 3-mercaptopropane-1-sulfonic acid, sodium salt